(3R)-3-[(pyridin-2-yl)-amino]pent-4-enoic acid N1=C(C=CC=C1)N[C@H](CC(=O)O)C=C